CN1C=2N(CC[C@@H](C1=O)NC(=O)C1=NN=C(N1)C(C)C1=CC=CC=C1)N=CC2 N-((S)-4-Methyl-5-oxo-5,6,7,8-tetrahydro-4H-pyrazolo[1,5-a][1,3]diazepin-6-yl)-5-(1-phenylethyl)-4H-1,2,4-triazol-3-carboxamid